(2,4-DIFLUOROPHENYL)ACETALDEHYDE FC1=C(C=CC(=C1)F)CC=O